C(C)(=O)C1=C(C=C(C=N1)OCCN1CCC2(CC1)C(NC1=CC=C(C=C12)C#N)=O)C(F)(F)F 1'-(2-{[6-acetyl-5-(trifluoro-methyl)pyridin-3-yl]oxy}ethyl)-2-oxo-1,2-dihydrospiro[indole-3,4'-piperidine]-5-carbonitrile